FC1=C(C(=C(C(=C1C(C1=C(C(=C(C(=C1F)F)F)F)F)=O)F)F)F)F decafluorobenzophenone